FC1=CC=C(C=C1)N1C(=NN=C1C)C=1C=C(C2=C(N(C=N2)C=2C=CC(=NC2)NC(OC)=O)C1)C methyl N-[5-[6-[4-(4-fluorophenyl)-5-methyl-1,2,4-triazol-3-yl]-4-methyl-benzimidazol-1-yl]-2-pyridyl]carbamate